4-(3-([1,3'-biazetidine]-1'-carbonyl)-4-fluorobenzyl)phthalazin-1(2H)-one hydrochloride Cl.N1(CCC1)C1CN(C1)C(=O)C=1C=C(CC2=NNC(C3=CC=CC=C23)=O)C=CC1F